ClC1=C(C=CC=C1C1=CC=C(C(=N1)OC)CN1CC(C1)(O)C)C1=C(C(=CC=C1)NC=1C2=C(N=C(N1)C)C=CC=N2)C 1-((6-(2-chloro-2'-methyl-3'-((2-methylpyrido[3,2-d]pyrimidin-4-yl)amino)-[1,1'-biphenyl]-3-yl)-2-methoxypyridin-3-yl)methyl)-3-methylazetidin-3-ol